3-(5-(2-((2-(trimethylsilyl)ethoxy)methyl)-2H-tetrazol-5-yl)pyridin-3-yl)phenyl (cyclohexylmethyl)carbamate C1(CCCCC1)CNC(OC1=CC(=CC=C1)C=1C=NC=C(C1)C=1N=NN(N1)COCC[Si](C)(C)C)=O